6-((2,5-dichloropyrimidin-4-yl)amino)-1,4-dimethylquinoxaline-2,3(1H,4H)-dione ClC1=NC=C(C(=N1)NC=1C=C2N(C(C(N(C2=CC1)C)=O)=O)C)Cl